2-propyl-1,3-propyleneglycol dibenzoate C(C1=CC=CC=C1)(=O)OCC(COC(C1=CC=CC=C1)=O)CCC